N-(1-(trans-4-((1r,5S)-3-oxa-8-azabicyclo[3.2.1]oct-8-yl)cyclohexyl)-3-(2,2-difluoroethoxy)-1H-pyrazol-4-yl)pyrimidin-2-amine [C@H]12COC[C@H](CC1)N2[C@@H]2CC[C@H](CC2)N2N=C(C(=C2)NC2=NC=CC=N2)OCC(F)F